[Te].[Se] Selenium-tellurium